2-(2,2-difluoro-3-(4-(trifluoromethyl)phenyl)bicyclo[1.1.1]pentan-1-yl)ethyl methanesulfonate CS(=O)(=O)OCCC12C(C(C1)(C2)C2=CC=C(C=C2)C(F)(F)F)(F)F